((3-(2-(Benzo[d]isoxazol-3-yl)acetamido)-5-(trifluoromethyl)phenyl)carbamoyl)(3-(4-(2-methoxy-4-methylpyrimidin-5-yl)benzyl)-1,2,3-oxadiazol-3-ium-5-yl)amide O1N=C(C2=C1C=CC=C2)CC(=O)NC=2C=C(C=C(C2)C(F)(F)F)NC(=O)[N-]C2=C[N+](=NO2)CC2=CC=C(C=C2)C=2C(=NC(=NC2)OC)C